7-(4-fluorophenyl)-1,4-oxazepan-3-one FC1=CC=C(C=C1)C1CCNC(CO1)=O